(S,Z)-undec-5-en-2-ol C[C@@H](CC\C=C/CCCCC)O